BrCC1=C(C=CC=C1)N1CCC(CC1)C1=C(C=C(C=C1)Cl)F (2-(bromomethyl)phenyl)-4-(4-chloro-2-fluorophenyl)piperidine